ethyl 2,6-dibromopyridine-4-carboxylate BrC1=NC(=CC(=C1)C(=O)OCC)Br